4-(difluoromethylene)pyrrolidine-2-carboxamide FC(=C1CC(NC1)C(=O)N)F